C(C)N1CCN(CC1)CC1=C(C=C(C=C1)C1=NC2=C(N1)C=CC(=C2)NC(=O)C=2C=NOC2C)C(F)(F)F N-(2-(4-((4-ethylpiperazin-1-yl)methyl)-3-(trifluoromethyl)phenyl)-1H-benz[d]imidazol-5-yl)-5-methylisoxazole-4-carboxamide